CC(C(=O)C1=CC=CC=C1)C Methyl-1-phenylpropan-1-one